BrCCO[C@@H]1C[C@H](C1)N1CCN(CC1)C(=O)OC(C)(C)C tert-Butyl 4-[trans-3-(2-bromoethoxy)cyclobutyl]piperazine-1-carboxylate